(S)-(1-(5,9-dioxo-5,9-dihydrothieno[2,3-g]quinoxaline-7-carbonyl) piperidin-3-yl) carbamate C(N)(O[C@@H]1CN(CCC1)C(=O)C1=CC2=C(C(C=3N=CC=NC3C2=O)=O)S1)=O